N1(CCCCC1)C(=O)N1CCN2C=C(C3=CC(=CC(=C23)C1)C(F)(F)F)C1=CC(NC1=O)=O 4-(2-(piperidine-1-carbonyl)-9-(trifluoromethyl)-1,2,3,4-tetrahydro-[1,4]diazepino(6,7,1-hi)indol-7-yl)-1H-pyrrole-2,5-dione